(1R,2S)-1-(6-chloro-4,8-bis(methylamino)pyrimido[5,4-d]pyrimidin-2-ylamino)-indan-2-ol ClC=1N=C(C=2N=C(N=C(C2N1)NC)N[C@H]1[C@H](CC2=CC=CC=C12)O)NC